N12C[C@H](C(CC1)CC2)OC(N[C@@H]2C(CC1=CC(=C(C=C21)F)C2=CC=C(C=C2)CCC)(C)C)=O (S)-quinuclidin-3-yl((R)-6-fluoro-2,2-dimethyl-5-(4-propylphenyl)-2,3-dihydro-1H-inden-1-yl)carbamate